3-(2-carbonylethoxy)-3-(trifluoromethyl)pyrrolidine-1-carboxylic acid tert-butyl ester C(C)(C)(C)OC(=O)N1CC(CC1)(C(F)(F)F)OCC=C=O